[RhH3].C(C)(C)P(C(C)C)C(C)C.C(C)(C)P(C(C)C)C(C)C.C(C)(C)P(C(C)C)C(C)C tri(triisopropylphosphine) rhodium hydride